C(C)(C)N1N=C(C=C1)C1=NNC2=C1C(=NC=C2)N 3-(1-isopropyl-1H-pyrazol-3-yl)-1H-pyrazolo[4,3-c]pyridin-4-amine